ClC=1C(=NC=NC1)C1=C(C=CC(=C1)Cl)N1N=NC(=C1)Cl 5-chloro-4-(5-chloro-2-(4-chloro-1H-triazol-1-yl)phenyl)-pyrimidin